tert-butyl 1-(1-(methoxycarbonyl)-3-(tosyloxy)cyclopentyl)hydrazine-1,2-dicarboxylate COC(=O)C1(CC(CC1)OS(=O)(=O)C1=CC=C(C)C=C1)N(NC(=O)[O-])C(=O)OC(C)(C)C